[Cl-].[Cl-].C(C)C(CC)=[Hf+2](C1C(=CC2=CC=CC=C12)C1=CC(=CC(=C1)C)C)C1C=CC=C1 diethylmethylenecyclopentadienyl-(3,5-dimethylphenylindenyl)hafnium dichloride